(3-(difluoromethyl)-1H-pyrazol-4-yl)methanol FC(C1=NNC=C1CO)F